(R)-N-((1-isopropylpyrrolidin-2-yl)methyl)-10-methyl-1-oxo-2-(pyridin-3-yl)-1,2-dihydropyrazino[1,2-a]indole-4-carboxamide C(C)(C)N1[C@H](CCC1)CNC(=O)C1=CN(C(C=2N1C=1C=CC=CC1C2C)=O)C=2C=NC=CC2